NC1=C(C=C(C=C1)S(=O)(=O)C1=NN(CC1(C)C)C(=O)NCC)Cl (4-amino-3-chlorobenzenesulfonyl)-N-ethyl-4,4-dimethyl-4,5-dihydro-1H-pyrazole-1-carboxamide